(R)-3-(benzyloxy)-1-(2-methylbutan-3-yn-2-yl)pyrrolidine TUNGSTEN ARGON [Ar].[W].C(C1=CC=CC=C1)O[C@H]1CN(CC1)C(C)(C#C)C